O=C1C2=C(C=NN1)N(CCC2)C(CONC(CC2CCN(CC2)C2=NC=C(C=N2)C(F)(F)F)=O)C N-(2-(5-oxo-3,4,5,6-tetrahydropyrido[2,3-d]pyridazine-1(2H)-yl)propoxy)-2-(1-(5-(trifluoromethyl)pyrimidin-2-yl)piperidin-4-yl)acetamide